3-((2-bromo-5-chlorophenyl)carbamoyl)azetidine-1-carboxylic acid tert-butyl ester C(C)(C)(C)OC(=O)N1CC(C1)C(NC1=C(C=CC(=C1)Cl)Br)=O